C1=NC=C(C2=CC=CC=C12)C=1C(=NC(=CC1)N)N 3-isoquinolin-4-yl-pyridine-2,6-diamine